(S)-4-(5-chloro-2-methoxyphenyl)-N-(5-((5-(N,S-dimethylsulfonimidoyl)pyridin-2-yl)methoxy)-1,3,4-thiadiazol-2-yl)-6-methylnicotinamide ClC=1C=CC(=C(C1)C1=CC(=NC=C1C(=O)NC=1SC(=NN1)OCC1=NC=C(C=C1)[S@](=O)(=NC)C)C)OC